CC(=CCC1=C(C2=C(C=C1O)O[C@@H](CC2=O)C3=CC=C(C=C3)O)O)C The molecule is a trihydroxyflavanone having a structure of naringenin prenylated at C-6. It is a trihydroxyflavanone, a member of 4'-hydroxyflavanones and a (2S)-flavan-4-one. It derives from a (S)-naringenin.